CC(CCCC)S(=O)(=O)Cl Hexane-2-sulfonyl chloride